ClC=1C=C2C(=NC1)N(CC21CC(C1)C#N)CC1=CC=C(C=C1)OC (1s,3s)-5'-chloro-1'-(4-methoxybenzyl)-1',2'-dihydrospiro[cyclobutane-1,3'-pyrrolo[2,3-b]pyridine]-3-carbonitrile